(+/-)-isopropyl (1S,3R)-3-hydroxycyclohexane-1-carboxylate O[C@H]1C[C@H](CCC1)C(=O)OC(C)C |r|